CC(CCOC(=O)C1C2C=CC(C1)C2)C 5-(3-methylbutoxycarbonyl)-bicyclo[2.2.1]Hept-2-ene